2-(dimethylamino)-N-(3-fluoro-5-methyl-4-(3-(1-methyl-1H-pyrazol-4-yl)-1H-pyrazolo[3,4-c]pyridin-5-yl)phenyl)acetamide CN(CC(=O)NC1=CC(=C(C(=C1)C)C=1C=C2C(=CN1)NN=C2C=2C=NN(C2)C)F)C